(3s,4r)-3-fluoro-1-methylpiperidin-4-amine dihydrochloride Cl.Cl.F[C@H]1CN(CC[C@H]1N)C